methyl (S)-2-(4-((4-(1H-1,2,4-triazol-1-yl)phenyl)sulfonamido)-2,6-difluoro benzamido)-3-(4-bromonaphthalen-1-yl)propanoate N1(N=CN=C1)C1=CC=C(C=C1)S(=O)(=O)NC1=CC(=C(C(=O)N[C@H](C(=O)OC)CC2=CC=C(C3=CC=CC=C23)Br)C(=C1)F)F